di(tert-butylcyclopentadienyl)titanium dioxide [O-2].[O-2].C(C)(C)(C)C1(C=CC=C1)[Ti+4]C1(C=CC=C1)C(C)(C)C